FC(C(=O)[O-])(F)F.C[NH2+]CCC=O N-methyl-3-oxopropan-1-aminium 2,2,2-trifluoroacetate